2-(2-hydroxy-5-t-butylphenyl)-benzotriazole OC1=C(C=C(C=C1)C(C)(C)C)N1N=C2C(=N1)C=CC=C2